4-((dimethylamino) methyl)-3-(2-fluoro-3-(methyl (sulfamoyl) amino) benzyl)-2-oxo-2H-benzopyran-7-yl dimethylcarbamate CN(C(OC1=CC2=C(C(=C(C(O2)=O)CC2=C(C(=CC=C2)N(S(N)(=O)=O)C)F)CN(C)C)C=C1)=O)C